N,N'-(((oxybis(ethane-2,1-diyl))bis(oxy))bis(ethane-2,1-diyl))diacrylamide O(CCOCCNC(C=C)=O)CCOCCNC(C=C)=O